3-(4-tertiary butyl-phenyl)propenenitrile C(C)(C)(C)C1=CC=C(C=C1)C=CC#N